2-(2'-hydroxypropyl)chromone OC(CC=1OC2=CC=CC=C2C(C1)=O)C